C(CCCCCCC)OC(CC(C)C)=O Octylisovalerat